((3R,4R)-4-(((6-(cyclopropyl(4-(1,1-difluoroethyl)benzyl)amino)-5-fluoropyrimidin-4-yl)amino)methyl)-3-hydroxypiperidin-1-yl)acetamide C1(CC1)N(C1=C(C(=NC=N1)NC[C@@H]1[C@H](CN(CC1)CC(=O)N)O)F)CC1=CC=C(C=C1)C(C)(F)F